COC1=CC=C(C=C1)C1=CNC=2C1=NC=CC2 3-(4-methoxyphenyl)-1H-pyrrolo[3,2-b]pyridin